trimethyl-(thiophen-3-ylethynyl)silane C[Si](C#CC1=CSC=C1)(C)C